4-(6-(benzyloxy)pyridin-2-yl)-3-methylmorpholine C(C1=CC=CC=C1)OC1=CC=CC(=N1)N1C(COCC1)C